N-(3-(methylsulfonamido)phenyl)-4-((4-methylthiazol-2-yl)methoxy)benzamide CS(=O)(=O)NC=1C=C(C=CC1)NC(C1=CC=C(C=C1)OCC=1SC=C(N1)C)=O